3-(3,4-difluorophenyl)piperidine FC=1C=C(C=CC1F)C1CNCCC1